CN1CCN(CC1)CC(=O)Cl 2-(4-Methylpiperazin-1-yl)acetyl chloride